ClC1=CC=C2C(=C(NC2=C1Cl)C(=O)OCC)C=1C=NN(C1)C1OCCCC1 ethyl 6,7-dichloro-3-(1-tetrahydropyran-2-ylpyrazol-4-yl)-1H-indole-2-carboxylate